4,3'-dimethylbiphenyl-3,2'-diol CC1=C(C=C(C=C1)C=1C(=C(C=CC1)C)O)O